C(C)(C)(C)OC(=O)N1CC(C1)CCCCCCO 3-(6-hydroxyhexyl)azetidine-1-carboxylic acid tert-butyl ester